2,2,2-trifluoroethyl 2-[benzyl(pyrimidin-2-ylmethyl)amino]-2-oxo-acetate 2,2,2-trifluoroethyl-2-chloro-2-oxo-acetate FC(COC(C(=O)Cl)=O)(F)F.C(C1=CC=CC=C1)N(C(C(=O)OCC(F)(F)F)=O)CC1=NC=CC=N1